2-(oxetan-3-yloxy)-5-(4,4,5,5-tetramethyl-1,3,2-dioxaborolan-2-yl)pyridine O1CC(C1)OC1=NC=C(C=C1)B1OC(C(O1)(C)C)(C)C